N,4-dimethylpyridin-2-amine CNC1=NC=CC(=C1)C